sodium 2-(5-(2,2-dimethylcyclopropyl)pentyl)cyclopropanecarboxylate CC1(C(C1)CCCCCC1C(C1)C(=O)[O-])C.[Na+]